methyl 2-[(1S,4S,5R)-5-[(3-[bicyclo[2.2.2]octan-1-yl]-5-cyclopropyl-1,2-oxazol-4-yl)carbonyloxy]-2-azabicyclo[2.2.1]heptan-2-yl]-4-fluoro-1,3-benzothiazole-6-carboxylate C12(CCC(CC1)CC2)C2=NOC(=C2C(=O)O[C@H]2[C@@H]1CN([C@H](C2)C1)C=1SC2=C(N1)C(=CC(=C2)C(=O)OC)F)C2CC2